2-((5-(tert-butyl)-1-((3S,4R)-4-hydroxytetrahydrofuran-3-yl)-1H-pyrazol-3-yl)amino)-1-methyl-6-(pyrazolo[1,5-a]pyrazin-3-yloxy)-1H-imidazo[4,5-b]pyridine-7-carbonitrile C(C)(C)(C)C1=CC(=NN1[C@H]1COC[C@@H]1O)NC=1N(C=2C(=NC=C(C2C#N)OC=2C=NN3C2C=NC=C3)N1)C